(S)-2-(((5-(2-(cyclopropanecarboxamido)pyrazolo[1,5-a]pyridin-5-yl)-1-methyl-1H-pyrazol-4-yl)oxy)methyl)-3,3-dimethylazetidine-1-carboxylate C1(CC1)C(=O)NC1=NN2C(C=C(C=C2)C2=C(C=NN2C)OC[C@H]2N(CC2(C)C)C(=O)[O-])=C1